N1C(N)N=C2N=CCN2C1=O 5-aza-7-deazaguanine